C(C1=CC=CC=C1)(=O)NCC1=CC=2N(C=C1)N=CC2C(=O)NCCC2=CC=CC=C2 5-(benzamidomethyl)-N-phenethylpyrazolo[1,5-a]pyridine-3-carboxamide